(R)-N-(5-(3-hydroxypiperidin-1-yl)-2-morpholinooxazolo[4,5-b]pyridin-6-yl)-5-(2-methylpyridin-4-yl)furan-2-carboxamide O[C@H]1CN(CCC1)C1=C(C=C2C(=N1)N=C(O2)N2CCOCC2)NC(=O)C=2OC(=CC2)C2=CC(=NC=C2)C